C(C)(C)(C)OC(=O)N[C@@H](CN1N=C2C(=CC=CC2=C1C(=O)OC)OCCCOC)C(C)(C)C (R)-methyl 2-(2-((tert-butoxycarbonyl) amino)-3,3-dimethylbutyl)-7-(3-methoxypropoxy)-2H-indazole-3-carboxylate